2-(3,5-dichloro-1-oxo-pyridin-1-ium-4-yl)-1-[7-(difluoromethoxy)-1',1'-dioxo-spiro[1,3-benzodioxol-2,4'-thianE]-4-yl]ethanone ClC=1C[N+](C=C(C1CC(=O)C1=CC=C(C=2OC3(CCS(CC3)(=O)=O)OC21)OC(F)F)Cl)=O